ClC1=C(C=CC=C1C1=C(C(=NC=C1)C1=CC(=C(C=C1)CNC[C@@H]1NC(CC1)=O)OC)Cl)NC(C1=NC=C(C=C1)CNC[C@@H]1NC(CC1)=O)=O N-(2-chloro-3-(3-chloro-2-(3-methoxy-4-(((((R)-5-oxopyrrolidin-2-yl)methyl)amino)methyl)phenyl)pyridin-4-yl)phenyl)-5-(((((R)-5-oxopyrrolidin-2-yl)methyl)amino)methyl)picolinamide